methyl 5-[(E)-2-ethoxyethenyl]-2-(methylsulfanyl)pyrimidine-4-carboxylate C(C)O/C=C/C=1C(=NC(=NC1)SC)C(=O)OC